OC1=CC=C(C(=O)C2=CC(=CC=C2)C(C2=CC=C(C=C2)O)=O)C=C1 1,3-bis(4-hydroxybenzoyl)benzene